(1S,2S)-2-fluoro-N-(3-(6-(1-hydroxybutyl-1-d)-4-methylpyridin-3-yl)-1,6-naphthyridin-7-yl)cyclopropane-1-carboxamide F[C@@H]1[C@@H](C1)C(=O)NC1=NC=C2C=C(C=NC2=C1)C=1C=NC(=CC1C)C(CCC)([2H])O